(S)-(4-(4-fluoropyrazolo[1,5-a]pyridin-2-yl)-6,7-dihydro-1H-imidazo[4,5-c]pyridin-5(4H)-yl)(1-(pyridin-2-yl)-1H-pyrazol-5-yl)methanone FC=1C=2N(C=CC1)N=C(C2)[C@H]2N(CCC1=C2N=CN1)C(=O)C1=CC=NN1C1=NC=CC=C1